C(C)(C)(C)C1=CC=C(C(=O)[O-])C=C1.O[Al+]O dihydroxyaluminum (4-t-butyl benzoate)